4-bromo-3-hydroxybenzoic acid BrC1=C(C=C(C(=O)O)C=C1)O